CN(C(OC(C)(C)C)=O)C[C@@H]1CCOC2=C(C=CC=C12)B1OC(C(O1)(C)C)(C)C tert-butyl (R)-methyl((8-(4,4,5,5-tetramethyl-1,3,2-dioxaborolan-2-yl)chroman-4-yl)methyl)carbamate